2,4-dimethyl-5-oxotetrahydrofuran-3-carboxylic acid CC1OC(C(C1C(=O)O)C)=O